ClC=1C(=NC(=NC1)NC1CCOCC1)C=1C=C2C(N(C(C2=CC1)C)CC(=O)N[C@H](CO)C1=NC(=CC=C1)OC)=O 2-(5-{5-chloro-2-[(oxacyclohex-4-yl)amino]pyrimidin-4-yl}-1-methyl-3-oxo-2,3-dihydro-1H-isoindol-2-yl)-N-[(1S)-2-hydroxy-1-(6-methoxypyridin-2-yl)ethyl]acetamide